CN(CCC(=O)O[C@H]1[C@@H]2[C@@]([C@]3(C(C[C@](O[C@@]3([C@H]1OC(C)=O)C)(C)C=C)=O)O)([C@H](CCC2(C)C)O)C)C [(3R,4aR,5S,6S,6aS,10S,10aR,10bS)-5-acetyloxy-3-ethenyl-10,10b-dihydroxy-3,4a,7,7,10a-pentamethyl-1-oxo-5,6,6a,8,9,10-hexahydro-2H-benzo[f]chromen-6-yl] 3-(dimethylamino)propanoate